ClC1=CC(=C2CN(C(C2=C1)=O)C1C(NC(CC1)=O)=O)C 3-(6-chloro-4-methyl-1-oxoisoindolin-2-yl)piperidine-2,6-dione